C1(CC1)C1=NOC(=N1)C12CCC(CC1)(CC2)CN(C(=O)C2CCCCC2)C2=CC(=CC=C2)C2=CC1=C(N=C(S1)C)C=C2 N-((4-(3-cyclopropyl-1,2,4-oxadiazol-5-yl)bicyclo[2.2.2]octan-1-yl)methyl)-N-(3-(2-methylbenzo[d]thiazol-6-yl)phenyl)cyclohexanecarboxamide